N,N-bis(4-dimethylaminophenyl)amine CN(C1=CC=C(C=C1)NC1=CC=C(C=C1)N(C)C)C